Cl.N[C@H](C(=O)OCC)CC1=CC=CC=C1 ethyl (S)-2-amino-3-phenylpropionate hydrochloride